7-(4-((3-Methyloxetan-3-yl)amino)-5-(5-(6-(1-methylpiperidine-4-carbonyl)-3,6-diazabicyclo[3.1.1]hept-3-yl)-1,3,4-thiadiazol-2-yl)pyridin-2-yl)pyrrolo[1,2-b]pyridazine-3-carbonitrile CC1(COC1)NC1=CC(=NC=C1C=1SC(=NN1)N1CC2N(C(C1)C2)C(=O)C2CCN(CC2)C)C2=CC=C1N2N=CC(=C1)C#N